C1(=CC=CC=C1)CCNC(OC1=CC=C(C=C1)OC1=CC=NC2=CC(=C(C=C12)OC)OC)=O 4-{[6,7-bis(methyloxy)quinolin-4-yl]oxy}phenyl (2-phenylethyl)carbamate